C(C)(C)(C)OC(=O)N[C@@H](C(=O)O)CCSC (R)-2-(tert-butoxycarbonylamino)-4-(methylthio)butanoic acid